ClC=1C=C2C(=CN(C2=CC1)C1=CC=C(C=C1)F)C1CCN(CC1)CCN1C(NCC1)=O 2-[4-[5-chloro-1-(4-fluorophenyl)-1H-indol-3-yl]-1-piperidinyl]ethyl-2-imidazolidinone